4-chloro-2-(1-(2-fluorophenyl)-2-oxopiperidin-4-yl)-5-((((S)-tetrahydro-2H-pyran-3-yl)methyl)amino)pyridazin-3(2H)-one ClC=1C(N(N=CC1NC[C@H]1COCCC1)C1CC(N(CC1)C1=C(C=CC=C1)F)=O)=O